(3S,4R)-4-(4-bromo-5-chloro-1-methyl-pyrazol-3-yl)-N-(3-fluoro-2-methoxy-phenyl)-1-methyl-2-oxo-pyrrolidine-3-carboxamide BrC=1C(=NN(C1Cl)C)[C@@H]1[C@H](C(N(C1)C)=O)C(=O)NC1=C(C(=CC=C1)F)OC